C[C@@H]1CN(C[C@H]2CCCC[C@H]12)C(C(=O)NC=1C=C(C=NC1)C(=O)N)=O 5-[[2-[(4S,4aR,8aS)-4-methyl-3,4,4a,5,6,7,8,8a-Octahydro-1H-Isoquinolin-2-Yl]-2-oxo-acetyl]amino]pyridine-3-carboxamide